N-(3-(N-(tert-Butyl)sulfamoyl)phenyl)-3-(4-chlorophenyl)-5-((1-hydroxy-2-methylpropan-2-yl)amino)pyrazine-2-carboxamide C(C)(C)(C)NS(=O)(=O)C=1C=C(C=CC1)NC(=O)C1=NC=C(N=C1C1=CC=C(C=C1)Cl)NC(CO)(C)C